CN1N=C(C2=C1CN(C2)C(=O)OC(C)(C)C)C2=CC=C(C=C2)C(F)(F)F tert-butyl 1-methyl-3-(4-(trifluoromethyl)phenyl)-4,6-dihydropyrrolo[3,4-c]pyrazole-5(1H)-carboxylate